N1C=NC2=C1C=CC(=C2)CCNC=2C1=C(N=CN2)C2=C(S1)N=C1C(=C2COCC(C)C)COC(C1)(C)C N-(2-(1H-Benzo[d]imidazol-5-yl)ethyl)-11-(isobutoxymethyl)-8,8-dimethyl-7,10-dihydro-8H-pyrano[3'',4'':5',6']pyrido[3',2':4,5]thieno[3,2-d]pyrimidin-4-amine